1-Chloro-8-(2-methoxymethoxyethyl)-5-nitroisoquinoline ClC1=NC=CC2=C(C=CC(=C12)CCOCOC)[N+](=O)[O-]